5-methyloxolane-3,4-diol CC1C(C(CO1)O)O